ethyl 1-(6-(6-methylpyridin-3-yl)quinolin-2-yl)piperidine-4-carboxylate CC1=CC=C(C=N1)C=1C=C2C=CC(=NC2=CC1)N1CCC(CC1)C(=O)OCC